OC1(CCN(CC1)C(=O)OC(C)(C)C)C=1N(C=CN1)COCC[Si](C)(C)C tert-Butyl 4-hydroxy-4-(1-((2-(trimethylsilyl)ethoxy)methyl)-1H-imidazol-2-yl)piperidine-1-carboxylate